FC1=C(C=CC(=C1F)OC)C1=CN=C2N1C=CN=C2NC2=CC(=C(C(=O)NCCC(=O)N1C[C@H](N(CC1)C(=O)OC(C)(C)C)CO)C=C2)CC tert-butyl (2S)-4-[3-[[4-[[3-(2,3-difluoro-4-methoxy-phenyl)imidazo[1,2-a]pyrazin-8-yl]amino]-2-ethyl-benzoyl]amino]propanoyl]-2-(hydroxymethyl)piperazine-1-carboxylate